(1R)-1-[5-(2,4-dimethylphenyl)-1,2,4-oxadiazol-3-yl]-6-azaspiro[2.5]octane-6-sulfonamide CC1=C(C=CC(=C1)C)C1=NC(=NO1)[C@@H]1CC12CCN(CC2)S(=O)(=O)N